3-(dimethyl-(phenyl)silyl)-2-(3-methoxy-phenyl)propionic acid C[Si](CC(C(=O)O)C1=CC(=CC=C1)OC)(C1=CC=CC=C1)C